CN(C1=CC(=CC=C1)N1C2=NC(=NC(=C2N=C1)N/N=C/C1=CC(=CC=C1)C)N1CCOCC1)C (E)-N,N-dimethyl-3-(6-(2-(3-methylbenzylidene)hydrazinyl)-2-morpholino-9H-purin-9-yl)aniline